2-Cyclopropyl-6-[1-[(3S)-3-(1,2,4-triazol-4-yl)pyrrolidine-1-carbonyl]azetidin-3-yl]oxybenzonitrile C1(CC1)C1=C(C#N)C(=CC=C1)OC1CN(C1)C(=O)N1C[C@H](CC1)N1C=NN=C1